(R)-2-methyl-N-(1-(3-nitro-5-(trifluoromethyl)phenyl)ethyl)-7,8-dihydro-[1,4]dioxino[2',3':5,6]pyrido[2,3-d]pyrimidin-4-amine CC=1N=C(C2=C(N1)N=C1C(=C2)OCCO1)N[C@H](C)C1=CC(=CC(=C1)C(F)(F)F)[N+](=O)[O-]